6-(5-{(1S)-1-[3,5-bis(trifluoromethyl)benzamido]Ethyl}-3-methyl-1H-1,2,4-triazol-1-yl)nicotinic acid methyl ester COC(C1=CN=C(C=C1)N1N=C(N=C1[C@H](C)NC(C1=CC(=CC(=C1)C(F)(F)F)C(F)(F)F)=O)C)=O